FC(S(=O)(=O)OC1=NC=CC2=CN=C(C=C12)NC1=CC=C(C=C1)S(=O)(=NC(=O)OC(C)(C)C)CC)(F)F 7-((4-(N-(tert-butoxycarbonyl)ethylsulfonimidoyl)phenyl)amino)-2,6-naphthyridin-1-yl trifluoromethanesulfonate